COCCOC=1C=NC=2CCN(CC2C1)C1=NC=C(C#N)C=C1C 6-(3-(2-methoxyethoxy)-7,8-dihydro-1,6-naphthyridin-6(5H)-yl)-5-methylnicotinonitrile